C(C)(=O)N[C@@H]1[C@H](C[C@](OC1[C@@H]([C@@H](COC(C)=O)OC(C)=O)OC(C)=O)(C(=O)OCC1=CC=CC=C1)OC(C)=O)OC(C)=O benzyl (2R,4S,5R)-5-acetamido-2,4-diacetoxy-6-[(1S,2R)-1,2,3-triacetoxypropyl]tetrahydropyran-2-carboxylate